FC1=CC=C(C=C1)C(C(C#C)=O)OC (4-fluorophenyl)-1-methoxy-but-3-yn-2-one